[Cl-].C(CC)[N+](C)(C)C propyl-N,N,N-trimethyl-ammonium chloride